O=P(C1=C(C=CC=C1)OC1=C(C=CC=C1)P(C1=CC=CC=C1)(C1=CC=CC=C1)=O)(C1=CC=CC=C1)C1=CC=CC=C1 Bis[2-(oxodiphenylphosphino) phenyl] ether